FC(C(CC(=O)N(C)OC)C)(F)F 4,4,4-trifluoro-N-methoxy-N,3-dimethylbutanamide